lithium rubidium bismuth phosphate P(=O)([O-])([O-])[O-].[Bi+3].[Rb+].[Li+]